C(C)(C)(C)NCCCCN N-t-butyl-butane-1,4-diamine